N-(4-bromophenylthio)succinimide BrC1=CC=C(C=C1)SN1C(CCC1=O)=O